(2S,4R)-N-(3-Methyloxetan-3-yl)-2-phenylpiperidin-4-amine CC1(COC1)N[C@H]1C[C@H](NCC1)C1=CC=CC=C1